C1N(CCC2=CC=CC=C12)C[C@H](CN1C(C2=CC=C(C=C2CC1)N1CCC(CC1)N1CCOCC1)=O)O 2-[(2R)-3-(3,4-Dihydro-1H-isochinolin-2-yl)-2-hydroxy-propyl]-6-(4-morpholino-1-piperidyl)-3,4-dihydroisochinolin-1-on